1-isopentyl-1-methyl-2-(2-(2-(methylthio)-10H-phenothiazin-10-yl)ethyl)piperidin-1-ium bromide [Br-].C(CC(C)C)[N+]1(C(CCCC1)CCN1C2=CC=CC=C2SC=2C=CC(=CC12)SC)C